FC1=CC=C2C(=CNC(C2=C1F)=O)[C@H](C)N(C(=O)NC1=CC(=CC=C1)F)C (S)-1-(1-(7,8-difluoro-1-oxo-1,2-dihydroisoquinolin-4-yl)ethyl)-3-(3-fluorophenyl)-1-methylurea